C1=CC=CC=2C3=CC=CC=C3C(C12)COC(=O)NC(C(=O)OC(C)(C)C)CCC1=C(C=C(C=C1)C(F)(F)F)F tert-Butyl 2-((((9H-fluoren-9-yl)methoxy) carbonyl)amino)-4-(2-fluoro-4-(trifluoromethyl)phenyl)butanoate